C(C)(C)(C)OC(=O)N1CC2=C(CC1)NN=C2 tert-butyl-1,4,6,7-tetrahydropyrazolo[4,3-c]pyridine-5-carboxylate